methylene bisdithiocarbamate C(N)(SCSC(N)=S)=S